2-(azetidin-1-yl)-6-(2,6-difluoro-3,5-dimethoxyphenyl)-N,N-dimethylpyrido[3,4-d]pyrimidin-8-amine N1(CCC1)C=1N=CC2=C(N1)C(=NC(=C2)C2=C(C(=CC(=C2F)OC)OC)F)N(C)C